BrC1=CC=C2C(N(C(C2=C1)=O)CC1=C(C=C(C=C1)Cl)S(=O)(=O)C)(O)C1=CC=C(C=C1)Cl 6-bromo-2-(4-chloro-2-(methylsulfonyl)benzyl)-3-(4-chlorophenyl)-3-hydroxyisoindolin-1-one